5-(4-[[(tert-butoxycarbonyl)amino]methyl]phenyl)pent-4-ynoic acid C(C)(C)(C)OC(=O)NCC1=CC=C(C=C1)C#CCCC(=O)O